(2S,3R)-2-((((9H-fluoren-9-yl)methoxy)carbonyl)amino)-3-acetamidobutanoic acid C1=CC=CC=2C3=CC=CC=C3C(C12)COC(=O)N[C@H](C(=O)O)[C@@H](C)NC(C)=O